2-chloro-6-{[(R)-2-methylpropane-2-sulfinyl]imino}-4,6-dihydrospiro[cyclopenta[d][1,3]thiazole-5,4'-piperidine]-1'-carboxylic acid tert-butyl ester C(C)(C)(C)OC(=O)N1CCC2(CC1)C(C1=C(N=C(S1)Cl)C2)=N[S@](=O)C(C)(C)C